C(C=1C(C(=O)N)=CC=CC1)(=O)N PHTHALAMID